DioxaneMethanol O1C(COCC1)CO